CN(C1=CC=C(C=C1)NC1=NC2=CC=CC=C2C=C1C)C 1-N,1-N-dimethyl-4-N-(3-methylquinolin-2-yl)benzene-1,4-diamine